FC=1C=C(COC=2C=C3N(C(N2)=O)C[C@@H]2N3COC2)C=C(C1OC=1C=NC(=CC1)C)F (S)-6-((3,5-difluoro-4-((6-methylpyridin-3-yl)oxy)benzyl)oxy)-10,10a-dihydro-1H-oxazolo[3',4':3,4]imidazo[1,2-c]pyrimidin-8(3H)-one